FC(C=1C=C(COC2=CC=C(CN3C[C@@H](CC3)C(=O)O)C=C2)C=CC1)(F)F (R)-1-(4-((3-(trifluoromethyl)benzyl)oxy)benzyl)pyrrolidine-3-carboxylic acid